2-benzyl-oxirane C(C1=CC=CC=C1)C1OC1